methyl 4-(2-((1R,3r,5S)-3-((5-cyclopropyl-3-(2,6-dichlorophenyl) isoxazol-4-yl) methoxy)-8-azabicyclo[3.2.1]oct-8-yl) thiazol-4-yl)-3-methylbenzoate C1(CC1)C1=C(C(=NO1)C1=C(C=CC=C1Cl)Cl)COC1C[C@H]2CC[C@@H](C1)N2C=2SC=C(N2)C2=C(C=C(C(=O)OC)C=C2)C